FC=1C(N(C=NC1C(C(F)F)(F)F)CC=1C(=NC(=NC1)C)OC)=O 5-fluoro-3-((4-methoxy-2-methylpyrimidin-5-yl)methyl)-6-(1,1,2,2-tetrafluoroethyl)pyrimidin-4(3H)-one